FC(C=1C(=NC(=NC1)NC=1C(=NN(C1)C1CN(CC1)C)C)NCCCN1C(C(C1)(C)C)=O)F 1-(3-((5-(difluoromethyl)-2-((3-methyl-1-(1-methylpyrrolidin-3-yl)-1H-pyrazol-4-yl)amino)pyrimidin-4-yl)amino)propyl)-3,3-dimethylazetidin-2-one